C1=C2C(=CS1)C(C=1C(=CSC1)C2=O)=O 8H-benzo[1,2-c:4,5-c']dithiophene-4,8-dione